C(C)OC(C(C(C)=O)=CNN=C(C)C(C)C)=O 2-((2-(3-methylbutan-2-ylidene)hydrazino)methylene)-3-oxobutanoic acid ethyl ester